CC=1C=C(NCCCCCCSC2=CC(=NC=C2)C2=CC=CC=C2)C=CC1N1CCNCC1 3-methyl-N-(6-((2-phenylpyridin-4-yl)thio)hexyl)-4-(piperazin-1-yl)aniline